1-methylformate CC(=O)[O-]